O=C1N(C(C=C1)=O)CCOC(=O)N[C@@H](C(C)C)C(=O)O ((2-(2,5-dioxo-2,5-dihydro-1H-pyrrol-1-yl)ethoxy)carbonyl)-L-valine